O[C@H](COC=1C=C(C=CC1)S(=O)(=O)NC)CN[C@@H]1COC2(C1)CCN(CC2)S(=O)(=O)C2=CC1=CC=CC=C1C=C2 3-((S)-2-hydroxy-3-((S)-8-(naphthalen-2-ylsulfonyl)-1-oxa-8-azaspiro[4.5]decan-3-ylamino)propoxy)-N-methylbenzenesulfonamide